4-{2-bromo-5-methyl-5H-pyrrolo[2,3-b]Pyrazin-6-yl}piperidine BrC=1N=C2C(=NC1)N(C(=C2)C2CCNCC2)C